N1(CCCCC1)C1CCN(CC1)C1=CC(=C(C=C1)NC1=NC=C(C(=N1)NC1=C(SC=C1)C(=O)N)C(F)(F)F)OC(F)F 3-((2-((4-([1,4'-bipiperidin]-1'-yl)-2-(difluoromethoxy)phenyl)amino)-5-(trifluoromethyl)pyrimidin-4-yl)amino)thiophene-2-carboxamide